1-(9-methyl-2-phenyl-5-(piperidin-1-yl)-[1,2,4]triazolo[1,5-c]quinazolin-7-yl)ethan-1-one CC1=CC=2C=3N(C(=NC2C(=C1)C(C)=O)N1CCCCC1)N=C(N3)C3=CC=CC=C3